C1(CCCCC1)C(C(=O)N)(OC1=C(C=CC=C1)OC(C(=O)N)(C1CCCCC1)C1CCCCC1)C1CCCCC1 Tetracyclohexyl-1,2-phenylenedioxydiacetamide